OC[C@@H](CC(C)C)NC1=NC(=NC(=N1)CC(C)C1=CC=C(C=C1)C1COC1)NS(=O)(=O)C N-(4-(((R)-1-hydroxy-4-methylpent-2-yl)amino)-6-(2-(4-(oxetan-3-yl)phenyl)propyl)-1,3,5-triazin-2-yl)methanesulfonamide